FC1(CC(C1)CN1N=CC(=C1)C1=NC2=C(C(=CC=C2N=C1)OC=1C=CC2=C(NC(=N2)C)C1)C1COC1)F {1-[(3,3-Difluorocyclobutyl)methyl]-1H-pyrazol-4-yl}-7-[(2-methyl-1H-1,3-benzodiazol-6-yl)oxy]-8-(oxetan-3-yl)quinoxaline